ClC=1N=C(C2=C(N1)N=C(C=C2)C)C2=CCC(CC2)(F)F 2-chloro-4-(4,4-difluorocyclohex-1-en-1-yl)-7-methylpyrido[2,3-d]pyrimidine